ClC1=CC=C(C=C1)CNC(=O)NC1=CC=C(C=C1)CC(=O)NC1CC(CC1)C1=CC=CC=C1 2-[4-({[(4-chlorophenyl)methyl]amino}carbonylamino)phenyl]-N-(3-phenylcyclopentyl)acetamide